C(CCCC)(=O)OC1=CC=C(CC(C)(C)N(N(P([O-])[O-])NC(C)C)CC2=CC=C(C=C2)OC(CCCCCCCCC)=O)C=C1 (4-pentanoyloxybenzyl)-(4-decanoyloxybenzyl)-N,N-diisopropylaminophosphoramidite